N-(2-acetamido-4-nitrophenyl)-N-(2-(dimethylamino)ethyl)acetamide C(C)(=O)NC1=C(C=CC(=C1)[N+](=O)[O-])N(C(C)=O)CCN(C)C